NC(CO)(CO[Si](C1=CC=CC=C1)(C1=CC=CC=C1)C(C)(C)C)C 2-amino-3-((tert-butyldiphenylsilyl)oxy)-2-methylpropan-1-ol